C(C1=CC=CC=C1)N1CC=2C=CN(CC2CC1)CC(F)(F)F 6-benzyl-2-(2,2,2-trifluoroethyl)-5,6,7,8-tetrahydro-2,6-naphthyridin